6-[1-(methoxymethyl)pyrazol-4-yl]Morpholine COCN1N=CC(=C1)C1OCCNC1